ClC1=C(C(=O)NC2=C(C=C(C=C2)N=NC2=NC=CC=C2)OC)C=CC=C1 2-chloro-N-[2-methoxy-4-(pyridin-2-yldiazenyl)phenyl]benzamide